CC=1C=C2C=C(NC2=CC1)C(=O)OCC Ethyl 5-methyl-1H-indole-2-carboxylate